4-(2,4-difluoro-5-(2-methoxyvinyl)phenyl)isoxazole FC1=C(C=C(C(=C1)F)C=COC)C=1C=NOC1